5-Fluoro-2-((3s,4r,5r)-4-fluoro-3-hydroxy-5-methylpiperidin-1-yl)-6-((3-(3-hydroxy-3-methylbutyl)-1-methyl-2-oxo-2,3-dihydro-1H-benzo[d]imidazol-5-yl)amino)nicotinonitrile FC=1C(=NC(=C(C#N)C1)N1C[C@@H]([C@@H]([C@@H](C1)C)F)O)NC1=CC2=C(N(C(N2CCC(C)(C)O)=O)C)C=C1